FC1(CC(CC1)C1=NC=CC(=C1NC(=O)C=1C=NC(=NC1)OC(C)C)C1=C(C=CC(=C1)F)F)F N-(2-(3,3-difluorocyclopentyl)-4-(2,5-difluorophenyl)pyridin-3-yl)-2-isopropoxypyrimidine-5-carboxamide